C1(=CC=CC=C1)C(=S)C=1N2CCC(C2=CC1)C(=O)OC1=CC=C(C=C1)C(=S)N (4-azanylcarbothioylphenyl) 5-(benzenecarbothioyl)-2,3-dihydro-1H-pyrrolizine-1-carboxylate